imidazolebutyric acid N1C(=NC=C1)CCCC(=O)O